2-[4-[4-[(3R)-2,6-dioxo-3-piperidyl]-2-fluoro-phenyl]piperazin-1-yl]acetic acid O=C1NC(CC[C@@H]1C1=CC(=C(C=C1)N1CCN(CC1)CC(=O)O)F)=O